BrC=1C=C2C3(C(=NC2=CC1)C)CCCCC3 5'-bromo-2'-methyl-spiro[cyclohexane-1,3'-indole]